allyl 8-(((9H-fluoren-9-yl)methoxy)carbonyl)-2,2-dimethyl-4,12-dioxo-3,15,18-trioxa-5,8,11-triazahenicosan-21-oate C1=CC=CC=2C3=CC=CC=C3C(C12)COC(=O)N(CCNC(OC(C)(C)C)=O)CCNC(CCOCCOCCC(=O)OCC=C)=O